benzyl 2-amino-7,8-dihydropyrido[4,3-d]pyrimidine-6(5H)-carboxylate NC=1N=CC2=C(N1)CCN(C2)C(=O)OCC2=CC=CC=C2